ClC1=C(CC(C(=O)N2CC(CCC2)C(=O)OCC)CSC2CCCCC2)C=CC=C1 ethyl 1-(2-(2-chlorobenzyl)-3-(cyclohexylthio)propanoyl)piperidine-3-carboxylate